CC1N(CCC1)S(=O)(=O)N methylpyrrolidine-1-sulfonamide